COC(C[C@H](C#CC)C1=C(C=C(C=C1)O)F)=O (3R)-3-(2-fluoro-4-hydroxyphenyl)hex-4-ynoic acid methyl ester